BrC1=CC(=C(C=2C(CCOC21)OC2=C(C=C(C(=C2)OC)F)[N+](=O)[O-])F)F 8-bromo-5,6-difluoro-4-(4-fluoro-5-methoxy-2-nitrophenoxy)-3,4-dihydro-2H-1-benzopyran